(±)-6-[[(tertbutyldimethylsilyl)oxy]methyl]piperidin-2-one C(C)(C)(C)[Si](OC[C@H]1CCCC(N1)=O)(C)C |r|